CCCCCCCCCCCCCCCCCCCC n-Eicosan